FC1([C@H](CN(CC1)[C@H](C(=O)NC1=NC=C(C=C1)OC1=NC=NC=C1)C)C1=CNC(C=C1)=O)F (S)-2-((S)-4,4-difluoro-3-(6-oxo-1,6-dihydropyridin-3-yl)piperidin-1-yl)-N-(5-(pyrimidin-4-yloxy)pyridin-2-yl)propionamide